5-Fluoro-2'-((4-(pentafluoro-λ6-sulfaneyl)phenyl)amino)-[3,3'-bipyridin]-6-ol FC=1C=C(C=NC1O)C=1C(=NC=CC1)NC1=CC=C(C=C1)S(F)(F)(F)(F)F